1-(4-chloro-7-((2-(trimethylsilyl)ethoxy)methyl)-7H-pyrrolo[2,3-d]pyrimidin-5-yl)-1-cyclopropylethan-1-ol ClC=1C2=C(N=CN1)N(C=C2C(C)(O)C2CC2)COCC[Si](C)(C)C